ClC(C1=CC=C(O1)C(=O)N)(S(=O)(=O)C)Cl 5-(dichloro(methylsulfonyl)methyl)furan-2-carboxamide